FC=1C(=CC2=C(C=CO2)C1)C(C(=O)N1C[C@@]2(NC3=NC(=C(C=C3CC2)C2=NC=CC=N2)C)CC1)C 2-(5-fluorobenzofuran-6-yl)-1-((S)-7'-methyl-6'-(pyrimidin-2-yl)-3',4'-dihydro-1'h-spiro[pyrrolidin-3,2'-[1,8]naphthyridin]-1-yl)propan-1-one